2-((6-hydroxy-5'-methyl-4-pentyl-1',2',3',4'-tetrahydro-[1,1'-biphenyl]-2-yl)oxy)-4-(thiophen-2-yl)-1,3,2-dioxaphosphinane 2-oxide OC1=CC(=CC(=C1C1CCCC(=C1)C)OP1(OCCC(O1)C=1SC=CC1)=O)CCCCC